O1C=C(C2=C1C=CC=C2)C2=NC1=C(C=C(C=C1C(N2C)=O)C)[C@@H](C)NC=2C(=NC(=CC2)Cl)C(=O)OC methyl (R)-3-((1-(2-(benzofuran-3-yl)-3,6-dimethyl-4-oxo-3,4-dihydroquinazolin-8-yl)ethyl)amino)-6-chloropicolinate